NC1=CC=C(C=N1)[C@@H]1N(C[C@H](CC1)C)C(C(=O)NC1=NC=CC=C1C(=O)N)=O [[2-[(2R,5S)-2-(6-amino-3-pyridyl)-5-methyl-1-piperidyl]-2-oxo-acetyl]amino]pyridine-3-carboxamide